ClC1=CC=NC2=CC=C(C=C12)OC 4-chloro-6-methoxyquinoline